C(C1=CC=CC=C1)NC(=O)C=1N(C(N2C1CN(CC2)CC2=CC(=C(C=C2)Br)Cl)=O)C2=CC=C(C=C2)N2C[C@@H](OCC2)C |r| N-benzyl-7-(4-bromo-3-chloro-benzyl)-3-oxo-2-[4-[rac-(2S)-2-methylmorpholin-4-yl]phenyl]-6,8-dihydro-5H-imidazo[1,5-a]pyrazine-1-carboxamide